L-3-nitrophthalic acid [N+](=O)([O-])C1=C(C(C(=O)O)=CC=C1)C(=O)O